N1=NC(=CC=C1)C1=CN=[N+](C=C1)CCC(=O)O 3-(4-pyridazin-3-ylpyridazin-1-ium-1-yl)propionic acid